6-(4-chlorophenyl)-N-[(2R)-3-hydroxy-3-methylbut-2-yl]-3-oxo-2-(1,2-thiazol-4-yl)-2,3-dihydropyridazine-4-carboxamide ClC1=CC=C(C=C1)C=1C=C(C(N(N1)C=1C=NSC1)=O)C(=O)N[C@H](C)C(C)(C)O